C(C=C)(=O)N[C@H]1[C@@H](CCCC1)NC(=O)C=1SC=2N=CC=C3N(C(NC1C23)=O)C=2C=NC(=NC2)OC2=CC=CC=C2 N-((1R,2R)-2-Acrylamidocyclohexyl)-4-oxo-5-(2-phenoxypyrimidin-5-yl)-4,5-dihydro-3H-1-thia-3,5,8-triazaacenaphthylene-2-carboxamide